(2-Methyl-1,3-benzoxazol-6-yl)carboxylic acid CC=1OC2=C(N1)C=CC(=C2)C(=O)O